2-((3-pyridin-2-ylureido)methylene)malonic acid diethyl ester C(C)OC(C(C(=O)OCC)=CNC(=O)NC1=NC=CC=C1)=O